acetyl-p-aminophenylether C(C)(=O)C1=C(C=CC(=C1)N)OC1=C(C=C(C=C1)N)C(C)=O